ClC1=CC=C(N=N1)C=1C(=NN(C1C)CC(=O)NC1=NC=C(C=C1)C1=NC=CN=C1)C 2-[4-(6-chloropyridazin-3-yl)-3,5-dimethyl-pyrazol-1-yl]-N-(5-pyrazin-2-yl-2-pyridyl)acetamide